3-(m-tolyl)propionic acid C1(=CC(=CC=C1)CCC(=O)O)C